2-amino-N-(1-cyclopropyl-2-oxo-1,2-dihydropyridin-3-yl)-4-isopropoxypyrimidine-5-carboxamide NC1=NC=C(C(=N1)OC(C)C)C(=O)NC=1C(N(C=CC1)C1CC1)=O